(methyl)[p-(trifluoromethyl)phenyl]azanium tetrafluoroborate F[B-](F)(F)F.C[NH2+]C1=CC=C(C=C1)C(F)(F)F